C1(=CC=CC=C1)C(=O)N1CC2(CC2C1)C#CC1=NC=CC=C1 phenyl-(1-(pyridin-2-ylethynyl)-3-azabicyclo[3.1.0]hexan-3-yl)methanone